C(C)(C)(C)OC(NC1=NC=CC=C1C)=O tert-butyl(3-methylpyridin-2-yl)carbamate